Methyl 2-bromo-4-ethyl-1,3-thiazole-5-carboxylate BrC=1SC(=C(N1)CC)C(=O)OC